C(CCCCCCCCC)(=O)OC(COC(CCCCCCCCC)=O)C(C(COC(CCCCCCCCC)=O)OC(CCCCCCCCC)=O)OC(NCCCN(C)C)=O 1,4,5-tris(decanoyloxy)-3-({[3-(dimethylamino)propyl]carbamoyl}oxy)pentan-2-yl decanoate